ClC=1N=C(C2=C(N1)CCC2)C(=O)N[C@@H]2CC[C@H](CC2)OCCOC 2-chloro-N-[(trans)-4-(2-methoxyethoxy)cyclohexyl]-5H,6H,7H-cyclopenta[d]pyrimidine-4-carboxamide